N1-((6,7-Dimethoxyisoquinolin-1-yl)methyl)-N1-(5,6,7,8-tetrahydroquinolin-8-yl)butane-1,4-diamine COC=1C=C2C=CN=C(C2=CC1OC)CN(CCCCN)C1CCCC=2C=CC=NC12